1-[5-(5-chloro-2-methoxypyridin-4-yl)-1H-pyrazole-3-carbonyl]-N-methyl-N-(4-methylcyclohexyl)piperidine-4-carboxamide ClC=1C(=CC(=NC1)OC)C1=CC(=NN1)C(=O)N1CCC(CC1)C(=O)N(C1CCC(CC1)C)C